methyl 2-(3,4-dimethoxyphenethyl)-4,5-difluorobenzoate COC=1C=C(CCC2=C(C(=O)OC)C=C(C(=C2)F)F)C=CC1OC